COC=1C=C(C=CC1)C=1N=C(C2=C(N1)OC(=C2C(=O)N)C)NC2(CC2)C (3-methoxyphenyl)-6-methyl-4-[(1-methylcyclopropyl)amino]furo[2,3-d]pyrimidine-5-carboxamide